Cl.BrCC1=C(C(=NN1C)\C=C\F)C=1C=CC=C2C(=C(N(C12)CCCCNC)C(=O)OCC)CCCOC1=CC=CC2=CC=CC=C12 ethyl 7-{5-(bromomethyl)-3-[(E)-2-fluoroethenyl]-1-methyl-1H-pyrazol-4-yl}-1-[4-(methylamino)butyl]-3-[3-(naphthalen-1-yloxy)propyl]-1H-indole-2-carboxylate hydrochloric acid salt